2-methyl-1-(4-(methylthio)phenyl)-2-morpholino-1-propanone CC(C(=O)C1=CC=C(C=C1)SC)(C)N1CCOCC1